tert-butyl 3-[6-chloro-4-(trifluoromethyl)-2-pyridyl]-3-(hydroxymethyl)pyrrolidine-1-carboxylate ClC1=CC(=CC(=N1)C1(CN(CC1)C(=O)OC(C)(C)C)CO)C(F)(F)F